N-{4-[2-(2,3-dimethyl-isothioureido)-ethyl]-phenyl}-4-iodo-benzamide hydroiodide I.CSC(NCCC1=CC=C(C=C1)NC(C1=CC=C(C=C1)I)=O)=NC